C(CC(=O)C)(=O)N1C=CCC1 1-acetoacetylpyrroline